ClC1=C(C(=O)C=2C(=CC3=C(NC(O3)=O)C2C#N)NC(C2=CC(=CC(=C2)C(F)(F)F)F)=O)C=C(C=C1)F N-(5-(2-chloro-5-fluorobenzoyl)-4-cyano-2-oxo-2,3-dihydrobenzo[d]oxazol-6-yl)-3-fluoro-5-(trifluoromethyl)benzamide